4-[3-[2,6-Dichloro-4-[(2R)-2,4-dimethylpiperazin-1-yl]benzoyl]-2,4-dihydro-1,3-benzoxazin-8-yl]-5-fluoro-2-hydroxybenzoic acid methyl ester COC(C1=C(C=C(C(=C1)F)C1=CC=CC=2CN(COC21)C(C2=C(C=C(C=C2Cl)N2[C@@H](CN(CC2)C)C)Cl)=O)O)=O